11'-(5-chloro-2,4-difluorophenyl)-8'-hydroxy-10'-(trifluoromethyl)-2'H,4'H,6'H-spiro[oxetane-3,3'-[1,4]thiazepino[2,3,4-ij]quinazolin]-6'-one ClC=1C(=CC(=C(C1)C1=C(C=C2C(=NC(N3C2=C1SCC1(C3)COC1)=O)O)C(F)(F)F)F)F